3-(4-(4-acetylpiperazin-1-yl)pyrimidin-2-yl)imidazo[1,2-a]pyrazine-6-carboxylic acid C(C)(=O)N1CCN(CC1)C1=NC(=NC=C1)C1=CN=C2N1C=C(N=C2)C(=O)O